N-(4-(2-(2,2-difluoroacetyl)hydrazine-1-carbonyl)-2-fluorobenzyl)-N-phenylmethanesulfonamide FC(C(=O)NNC(=O)C1=CC(=C(CN(S(=O)(=O)C)C2=CC=CC=C2)C=C1)F)F